NCC1=CC(=CC=C1)CN 1,3-diaminomethylbenzene